(R)-1-(3,4-dichlorophenyl)-ethan-1-amine ClC=1C=C(C=CC1Cl)[C@@H](C)N